1,2,4-trimercaptomethyl-trimercaptobenzene SCC1=C(C(=C(C(=C1S)S)CS)S)CS